(1r,3r)-N-(2-fluoroethyl)-3-((4-methoxy-5-(1-methyl-1H-benzo[d][1,2,3]triazol-6-yl)pyrrolo[2,1-f][1,2,4]triazin-2-yl)amino)-1-methylcyclobutane-1-carboxamide FCCNC(=O)C1(CC(C1)NC1=NN2C(C(=N1)OC)=C(C=C2)C=2C=CC1=C(N(N=N1)C)C2)C